C(C1=CC=CC=C1)OC(=O)N(NC(=O)OCC1=CC=CC=C1)C1=CC=C(C=C1)O 1-(4-hydroxyphenyl)hydrazine-1,2-dicarboxylic acid dibenzyl ester